Methyl N-(2-((S)-5-oxo-1-(2,3,5-trifluorobenzyl)pyrrolidin-2-yl)acetyl)-N-(prop-2-yn-1-yl)-L-valinate O=C1CC[C@H](N1CC1=C(C(=CC(=C1)F)F)F)CC(=O)N([C@@H](C(C)C)C(=O)OC)CC#C